O[C@H](C(=O)NC1=CC=C(C=C1)[N+](=O)[O-])C (S)-2-hydroxy-N-(4-nitrophenyl)propanamide